(R)-(2-Fluorophenyl)(4-(2-(pyridin-3-yl)ethyl)-7-azabicyclo[2.2.1]heptan-1-yl)methanol FC1=C(C=CC=C1)[C@@H](O)C12CCC(CC1)(N2)CCC=2C=NC=CC2